O=C1NC(CCC1N1C(C2=CC=C(C=C2C1=O)N1CCC(CC1)N1N=CC(=C1)C=O)=O)=O 1-[1-[2-(2,6-dioxo-3-piperidyl)-1,3-dioxo-isoindolin-5-yl]-4-piperidyl]pyrazole-4-carbaldehyde